(2,2-dimethylpiperazin-1-yl)(6a-ethyl-2-(3-fluoro-2-hydroxyphenyl)-5,6,6a,7,9,10-hexahydro-8H-pyrazino[1',2':4,5]pyrazino[2,3-c]pyridazin-8-yl)methanone CC1(N(CCNC1)C(=O)N1CC2(N(C=3C(=NN=C(C3)C3=C(C(=CC=C3)F)O)NC2)CC1)CC)C